4-(4-chloro-6-(diethylamino)pyridinylamino)benzoic acid ClC1=CC(=NC(=C1)N(CC)CC)NC1=CC=C(C(=O)O)C=C1